OCCOCCOCCOCCOCCOCCOCCN(C(OC(C)(C)C)=O)C tert-butyl N-[2-[2-[2-[2-[2-[2-(2-hydroxyethoxy)ethoxy] ethoxy]ethoxy]ethoxy]ethoxy]ethyl]-N-methyl-carbamate